CN1C(=NC=C1)C1(NC(NC1=O)=O)CNC(=O)C=1C(=CC=CC1)C1=CC=C(C=C1)C(F)(F)F N-{[4-(1-methyl-1H-imidazol-2-yl)-2,5-dioxoimidazolidin-4-yl]methyl}-4'-(trifluoromethyl)[biphenyl]-2-carboxamide